S(C1=C(O)C(=CC(=C1O)C(C)(C)C)C(C)(C)C)C1=C(O)C(=CC(=C1O)C(C)(C)C)C(C)(C)C 2,2'-thiobis(4,6-di-t-butylresorcinol)